N-[4-[[[3-(3,4-dimethoxyphenyl)-2,5-dimethyl-pyrazolo[1,5-a]pyrimidin-7-yl]amino]methyl]phenyl]acetamide COC=1C=C(C=CC1OC)C=1C(=NN2C1N=C(C=C2NCC2=CC=C(C=C2)NC(C)=O)C)C